[Pd](Cl)Cl.C1(=CC=CC=C1)P(C1=CC=CC=C1)C1=CC=CC=C1.C1(=CC=CC=C1)P(C1=CC=CC=C1)C1=CC=CC=C1 Bis-(triphenylphosphine) palladium chloride